NC=1C=C(C=CC1)C(C)O 1-(3-aminophenyl)ethan-1-ol